ClC1=C2CCN(CC2=CC(=C1)Cl)S(=O)(=O)C1=CC=C(C=C1)[N+](=O)[O-] 5,7-dichloro-2-((4-nitrophenyl)sulfonyl)-1,2,3,4-tetrahydroisoquinoline